C(C=C)(=O)N1C[C@@H](N(CC1)C=1C2=C(N(C(N1)=O)C=1C(=NC=CC1S(=O)(=O)C)C(C)C)N=C(C(=C2)F)C2=C(C=CC=C2O)F)C 4-((S)-4-propenoyl-2-methylpiperazin-1-yl)-6-fluoro-7-(2-fluoro-6-hydroxyphenyl)-1-(2-isopropyl-4-(methylsulfonyl)pyridin-3-yl)pyrido[2,3-d]pyrimidin-2(1H)-one